N-(4-(4,4,5,5-Tetramethyl-1,3,2-dioxaborolan-2-yl)phenyl)ethanesulfonamide CC1(OB(OC1(C)C)C1=CC=C(C=C1)NS(=O)(=O)CC)C